CC(C(=O)C=1C=CC=2N(C3=CC=C(C=C3C2C1)C(C(C)(C)N1CCOCC1)=O)CCCCCCCC)(C)N1CCOCC1 3,6-bis(2-methyl-2-morpholinopropionyl)-9-N-octylcarbazole